di-thio-di-ethanol C(CSSCCO)O